(4-(4,4-dimethylpiperidin-1-yl)phenyl)boronic acid CC1(CCN(CC1)C1=CC=C(C=C1)B(O)O)C